heptanedioic acid 7-(pentadeca-1,14-dien-8-yl) ester C=CCCCCCC(CCCCCC=C)OC(CCCCCC(=O)O)=O